3-(6-fluoro-2-(p-tolyl)quinolin-4-yl)-N-hydroxypropanamide FC=1C=C2C(=CC(=NC2=CC1)C1=CC=C(C=C1)C)CCC(=O)NO